C1(CCC1)CC(=O)NC1=CSC(=C1)C1=NC(=CN=C1)C=1C=CC2=C(OCCN2C(=O)C2CCN(CC2)C)C1 2-cyclobutyl-N-(5-(6-(4-(1-methylpiperidine-4-carbonyl)-3,4-dihydro-2H-benzo[b][1,4]oxazin-7-yl)pyrazin-2-yl)thiophen-3-yl)acetamide